CC(COC1=CC=C(C=C1)CN1CC2(CC2)CCC1=O)C 5-[[4-(2-Methylpropyloxy)phenyl]methyl]-5-azaspiro[2.5]octan-6-one